(4,9,10-tris(trifluoromethyl)perylen-3-yl)butanoic acid FC(C=1C2=C(C=CC=3C=4C=CC(=C5C(=CC=C(C(=CC1)C23)C54)C(F)(F)F)C(F)(F)F)C(C(=O)O)CC)(F)F